(E)-3-(7-methoxy-1H-indol-3-yl)prop-2-enoic acid COC=1C=CC=C2C(=CNC12)/C=C/C(=O)O